(Z)-benzyl 2-cyano-2-(3-(4-(dimethylamino)piperidin-1-yl)quinoxalin-2(1H)-ylidene)acetate C(#N)/C(/C(=O)OCC1=CC=CC=C1)=C\1/NC2=CC=CC=C2N=C1N1CCC(CC1)N(C)C